N1C=NC(=C2C1=NC=C2)N Pyrrolo[2,3-d]Pyrimidine-4-Amine